(S or R)-4-(phenyl(m-tolyl)methyl)piperidine C1(=CC=CC=C1)[C@H](C1CCNCC1)C=1C=C(C=CC1)C |o1:6|